C(C=C)(=O)N1CC(=CCC1)N1C(=C(C2=CC(=C(C(=C12)C(=O)N)F)F)C#N)C (1-propenoyl-1,2,5,6-tetrahydropyridin-3-yl)-3-cyano-5,6-difluoro-2-methyl-1H-indole-7-carboxamide